3-((3-chloro-4-(9-(3-chlorobenzyl)-6-(1-methylcyclopropoxy)-9H-purin-8-yl)phenyl)amino)propanoic acid ClC=1C=C(C=CC1C=1N(C2=NC=NC(=C2N1)OC1(CC1)C)CC1=CC(=CC=C1)Cl)NCCC(=O)O